C1=CC=CC=2C3=CC=CC=C3C(C12)COC(=O)N[C@@H](CCC(=O)OCC=C)C(=O)OCCCCCCCC 5-allyl 1-octyl (((9H-fluoren-9-yl)methoxy)carbonyl)-L-glutamate